FC(S(=O)(=O)[O-])(F)F.COC1=CC2=C([S+](C3=C2C=C(C=C3)C)C3=NC=CC=C3C(=O)NCC3=CC=C(C=C3)C=3N=NC=NN3)C(=C1)OC 2-(2,4-dimethoxy-8-methyl-dibenzothiophen-5-ium-5-yl)-N-[[4-(1,2,4,5-tetrazin-3-yl)phenyl]methyl]pyridine-3-carboxamide trifluoromethanesulfonate